(5-methyl-2-carbonyl-1,3-dioxan-5-yl) methyl-2-bromo-2-methylpropionate CCC(C(=O)OC1(COC(OC1)=C=O)C)(C)Br